ClC1=C2C(=NC(=C1)Cl)N(N=C2)[C@@H]2O[C@@H]([C@H]([C@H]2O)O)CO (2R,3R,4S,5R)-2-(4,6-dichloro-1H-pyrazolo[3,4-b]pyridin-1-yl)-5-(hydroxymethyl)tetrahydrofuran-3,4-diol